N-(6-(2-chloro-5-fluorophenyl)-3-(2-fluoroethyl)-2-methyl-8-oxo-2,6,7,8-tetrahydropyrrolo[3,4-g]indazol-5-yl)-3-fluoro-5-(trifluoromethyl)benzamide ClC1=C(C=C(C=C1)F)C1NC(C2=C1C(=CC1=C(N(N=C21)C)CCF)NC(C2=CC(=CC(=C2)C(F)(F)F)F)=O)=O